C1=CC=CC=2C3=CC=CC=C3N(C12)C1=CC=C(C=C1)C1=CC=C(C=C1)N1C2=CC=CC=C2C=2C=CC=CC12 bis(carbazole-9-yl)biphenyl